C1(=CC=CC=C1)P(C(C)C(=C)B1OC(C(O1)(C)C)(C)C)(C1=CC=CC=C1)=O diphenyl(3-(4,4,5,5-tetramethyl-1,3,2-dioxaborolan-2-yl)but-3-en-2-yl)phosphine oxide